CCCCCC(C)NC(OC(C)(C)C)=O Tert-butyl hept-6-ylcarbamate